(S)-Ethyl 1-(4-nitrophenylsulfonyl)-1,2,3,6-tetrahydropyridine-2-carboxylate [N+](=O)([O-])C1=CC=C(C=C1)S(=O)(=O)N1[C@@H](CC=CC1)C(=O)OCC